C1(CCCCC1)[C@@H](N)CO D-α-cyclohexylglycinol